1,3-di(1H-pyrrol-1-yl)propane N1(C=CC=C1)CCCN1C=CC=C1